OC=1C=C(C=C(C1)O)CCCCCCCCCCCC 1-(3,5-Dihydroxyphenyl)Dodecane